P(=O)(=O)[Cr](=O)(=O)([O-])[O-].[Na+].[Na+] sodium phosphochromate